NC1=C(C=C(C=N1)C=1C=C2N(N1)CC[C@]21CN(CC1)C(=O)NCC)O[C@H](C)C1=CC=CC=C1 (3R)-2'-{6-amino-5-[(1R)-1-phenylethoxy]pyridin-3-yl}-N-ethyl-5',6'-dihydrospiro[pyrrolidine-3,4'-pyrrolo[1,2-b]pyrazole]-1-carboxamide